bromoacetaldehyde n-butyl 3,4,4-trimethyl-2-cyclopentenyl acetal CC1=CC(CC1(C)C)OC(CBr)OCCCC